COC(C1=CC(=C(C=C1)F)F)=O 3,4-Difluorobenzoic acid methyl ester